2-(4-cyano-2,5-dimethoxyphenyl)-N-[(2-hydroxyphenyl)methyl]ethanamine C(#N)C1=CC(=C(C=C1OC)CCNCC1=C(C=CC=C1)O)OC